5-Chloro-N-(3-chloro-4-(trifluoromethyl)phenyl)-3,4-dihydroisoquinoline ClC1=C2CCN(CC2=CC=C1)C1=CC(=C(C=C1)C(F)(F)F)Cl